BrC=1[Se]C2=C(C1)C=CC=C2CCCCCC 2-bromo-7-hexylbenzoselenophene